CC1=NC=CC(=N1)C(=O)O methyl-pyrimidine-4-carboxylic acid